C(CCCCCCCC)C=1C(=C(C=CC1)O)CCCCCCCCCCCC nonyl-(lauryl)phenol